(S)-but-3-yn-2-yl (CIS)-2-((((CIS)-4-phenylcyclohexyl)oxy)methyl)-3-(1H-pyrazol-3-yl)piperidine-1-carboxylate C1(=CC=CC=C1)[C@H]1CC[C@H](CC1)OC[C@@H]1N(CCC[C@@H]1C1=NNC=C1)C(=O)O[C@@H](C)C#C